4-Cyclopropyl-2-methyl-6-(piperazin-1-yl)benzonitrile hydrochloride tert-Butyl-4-(2-cyano-5-cyclopropyl-3-methylphenyl)piperazine-1-carboxylate C(C)(C)(C)OC(=O)N1CCN(CC1)C1=C(C(=CC(=C1)C1CC1)C)C#N.Cl.C1(CC1)C1=CC(=C(C#N)C(=C1)N1CCNCC1)C